C(C1=CC=CC=C1)N(C(O)=O)C12CCC(C1)(C2)NC(=O)C2OC1=C(C(C2)=O)C=C(C=C1)Cl.FC=1C=C(C=CC1)CC(=O)NC1=NC=CC2=C1NC1=CC(=CC=C21)OC 2-(3-fluorophenyl)-N-(7-methoxy-9H-pyrido[3,4-b]indol-1-yl)acetamide benzyl-{4-[(6-chloro-4-oxo-3,4-dihydro-2H-1-benzopyran-2-carbonyl)amino]bicyclo[2.1.1]hexan-1-yl}carbamate